BrC1=CC(=C(CC2=NC3=C(N2CC2(CC2)CC#N)C=C(C=C3)C(=O)OC)C=C1F)F methyl 2-(4-bromo-2,5-difluorobenzyl)-1-((1-(cyanomethyl) cyclopropyl) methyl)-1H-benzo[d]imidazole-6-carboxylate